C[Si](C=1C=C(C=CC1)B(O)O)(C)C 3-(trimethylsilyl)phenylboronic acid